BrC=1C=C(C=CC1)[C@@H](C)NC1=NC(=NC2=CC(=C(C=C12)OC)OCCOCCOCCOCCNC1=C2C(N(C(C2=CC=C1)=O)C1C(NC(CC1)=O)=O)=O)C 4-((2-(2-(2-(2-((4-(((R)-1-(3-bromophenyl)ethyl)amino)-6-methoxy-2-methylquinazolin-7-yl)oxy)ethoxy)ethoxy)ethoxy)ethyl)amino)-2-(2,6-dioxopiperidin-3-yl)isoindoline-1,3-dione